methyl (E)-[4-[3-(4-bromophenyl)-3-[4-[4-(hydroxymethyl)-phenylethynyl]phenyl]allyloxy]-2-methylphenoxy]acetate BrC1=CC=C(C=C1)/C(=C/COC1=CC(=C(OCC(=O)OC)C=C1)C)/C1=CC=C(C=C1)C#CC1=CC=C(C=C1)CO